C(C)OC(=O)C1=C(N(C=C1)S(=O)(=O)C1=CC=C(C)C=C1)/N=C/N(C)C (E)-2-(((dimethylamino)methylene)amino)-1-tosyl-1H-pyrrole-3-carboxylic acid ethyl ester